(Z)-5-fluoro-3-(4-(1-(p-tolyl)-1H-1,2,3-triazol-4-yl)benzylidene)indolin-2-one FC=1C=C2/C(/C(NC2=CC1)=O)=C/C1=CC=C(C=C1)C=1N=NN(C1)C1=CC=C(C=C1)C